(1E,4Z)-hepta-1,4-dien-1-yl-3-(pentyloxy)benzene C(=C\C\C=C/CC)/C1=CC(=CC=C1)OCCCCC